[Cu]=O.[Ba].[Y] Yttrium-Barium-Copper-Oxide